C(C)(=O)N1CCN(CC1)C1=NN=C(O1)C=1C(=CC2=C(N(C([C@H](CS2(=O)=O)N)=O)CC2=CC=C(C=C2)Cl)C1)F (3R)-7-[5-(4-acetylpiperazin-1-yl)-1,3,4-oxadiazol-2-yl]-3-amino-5-[(4-chlorophenyl)methyl]-8-fluoro-1,1-dioxo-2,3-dihydro-1λ6,5-benzothiazepin-4-one